N-(4-methoxyphenyl)-1,8-naphthalimide COC1=CC=C(C=C1)N2C(=O)C3=CC=CC4=C3C(=CC=C4)C2=O